FC1=CC(=C(CC2=NC=CC=3C(=C(C=CC23)C)N)C=C1)C(F)(F)F 1-(4-fluoro-2-(trifluoromethyl)benzyl)-6-methylisoquinolin-5-amine